(3S)-N-[3-[2-(2-hydroxyethoxy)-6-(morpholin-4-yl)pyridin-4-yl]-4-methylphenyl]-3-(2,2,2-trifluoroethoxy)pyrrolidine-1-carboxamide OCCOC1=NC(=CC(=C1)C=1C=C(C=CC1C)NC(=O)N1C[C@H](CC1)OCC(F)(F)F)N1CCOCC1